5-Chloro-4-((3-(2,3-dihydrobenzo[b][1,4]dioxin-6-yl)-2-methylbenzyl)oxy)-2-hydroxybenzaldehyde ClC=1C(=CC(=C(C=O)C1)O)OCC1=C(C(=CC=C1)C1=CC2=C(OCCO2)C=C1)C